CN(CCOC=1C=C(C=CC1)CCNC(CCCOC1=CC=C2CCC3(C2=C1)CCC(CC3)C(=O)O)=O)CC(F)(F)F 6'-(4-{[2-(3-{2-[methyl(2,2,2-trifluoroethyl)amino]ethoxy}phenyl)ethyl]amino}-4-oxobutoxy)-2',3'-dihydrospiro[cyclohexane-1,1'-indene]-4-carboxylic acid